C(C=C)(=O)OCCCCC[SiH2]C(F)F acryloxypentyldifluoromethylsilane